ClC=1C=CC(=C(C1)N1CON(CO1)C(C(=O)NC=1C=C2C=NN(C2=CC1)C(F)F)CC1=CC=CC=C1)N1N=NN=C1 2-(4-(5-Chloro-2-(1H-tetrazol-1-yl)phenyl)-2,5-dioxapiperazin-1-yl)-N-(1-(difluoromethyl)-1H-indazol-5-yl)-3-phenylpropionamide